CN1C[C@H](CCC1)C(=O)NC(=N)[C@H]1N2C(N([C@H](CC1)C2)OS(=O)(=O)[O-])=O.[Na+].CNC2=CC(=CC(=C2)C(F)(F)F)C(F)(F)F N-methyl-3,5-bis(trifluoromethyl)aniline Sodium (2S,5R)-2-(N-((S)-1-methylpiperidine-3-carbonyl)carbamimidoyl)-7-oxo-1,6-diazabicyclo[3.2.1]octan-6-yl-Sulfate